C(C)N1N=C2C(C(N(CC23CC3)CC(=O)O)=O)=C1 2-(2-ethyl-4-oxo-spiro[6H-pyrazolo[4,3-c]pyridine-7,1'-cyclopropane]-5-yl)acetic acid